pyridine-4,5-diamine N1=CC=C(C(=C1)N)N